C1(CCC1)OC([C@H](C)N=P(=O)OC1=C(C=CC=C1)OC[C@H]1O[C@H]([C@@]([C@@H]1O)(F)C)N1C(NC(C=C1)=O)=O)=O (S)-2-{[(2R,3R,4R,5R)-5-(3,4-dihydro-2,4-dioxo-2H-pyrimidin-1-yl)-3-hydroxy-4-methyl-4-fluoro-tetrahydrofuran-2-ylmethoxy]-phenoxy-phosphorylamino}-propionic acid cyclobutyl ester